N-(Cycloheptylmethyl)-6-fluoro-2-[(3-hydroxyphenyl)methyl]-1H-benzimidazole-5-carboxamide C1(CCCCCC1)CNC(=O)C1=CC2=C(NC(=N2)CC2=CC(=CC=C2)O)C=C1F